(S)-ethyl 8-(2-amino-6-((R)-1-(3,4-dimethyl-3''-(methylsulfonyl)-[1,1':3',1''-terphenyl]-4'-yl)-2,2,2-trifluoroethoxy) pyrimidin-4-yl)-2,8-diazaspiro[4.5]decane-3-carboxylate NC1=NC(=CC(=N1)N1CCC2(C[C@H](NC2)C(=O)OCC)CC1)O[C@@H](C(F)(F)F)C1=C(C=C(C=C1)C1=CC(=C(C=C1)C)C)C1=CC(=CC=C1)S(=O)(=O)C